C1CC=CC(C1)(C(=O)O)C(=O)O Cyclohexenedicarboxylic acid